C(C)(C)(C)OC(=O)N1C[C@H](CC1)[C@@H](C(=O)O)CC1=CC(=CC=C1)NC(NCCOC)=O (2S)-2-[(3R)-1-tert-Butoxycarbonylpyrrolidin-3-yl]-3-[3-(2-methoxyethylcarbamoylamino)phenyl]propanoic acid